(S)-N-([1,1'-biphenyl]-2-yl)pyrrolidin-3-amine hydrochloride Cl.C1(=C(C=CC=C1)N[C@@H]1CNCC1)C1=CC=CC=C1